N-({7-ethenylimidazo[1,2-a]pyridin-2-yl}methyl)-4-oxo-4H-pyrido[1,2-a]pyrimidine-2-carboxamide C(=C)C1=CC=2N(C=C1)C=C(N2)CNC(=O)C=2N=C1N(C(C2)=O)C=CC=C1